4-(Pyrimidin-2-yloxy)butanoic acid N1=C(N=CC=C1)OCCCC(=O)O